(S)-6-(5-(3,5-Dimethylisoxazol-4-yl)-1-((R)-2-methyl-4,5,6,7-tetrahydrobenzo[d]thiazol-6-yl)-1H-benzo[d]imidazol-2-yl)-1-(4-methylsulfonylphenyl)-piperidin-2-one CC1=NOC(=C1C1=CC2=C(N(C(=N2)[C@@H]2CCCC(N2C2=CC=C(C=C2)S(=O)(=O)C)=O)[C@H]2CC3=C(N=C(S3)C)CC2)C=C1)C